OCCSCCCN(C(OC(C)(C)C)=O)C tert-butyl (3-((2-hydroxyethyl)thio)propyl)(methyl)carbamate